zinc hydroxypyridine sulfate S(=O)(=O)([O-])[O-].OC1=NC=CC=C1.[Zn+2]